BrCC1CCC(CC1)CN1[C@H](CN(C[C@H]1C)C(=O)OC(C)(C)C)C tert-butyl (3s,5r)-4-(((1r,4r)-4-(bromomethyl) cyclohexyl) methyl)-3,5-dimethylpiperazine-1-carboxylate